(2R,3R)-(3-Hydroxyphenyl)-2-methylpentanal OC=1C=C(C=CC1)[C@](C=O)(CCC)C